FC1=NNC=C1C1CN(CCC1)C1=NC(=NC=C1)C1=CN=C2N1C=C(N=C2)C(F)(F)F 3-(4-(3-(3-Fluoro-1H-pyrazol-4-yl)piperidin-1-yl)pyrimidin-2-yl)-6-(trifluoromethyl)imidazo[1,2-a]pyrazine